C(C)OC(CC(C)C)OCC ISOVALERALDEHYDE DIETHYL ACETAL